C(C)OC(=O)C1N(C=NO1)C1=C(C(=CC(=C1)C)Cl)OCCO[Si](C)(C)C(C)(C)C 4-(2-((tert-butyldimethylsilyloxy)ethoxy)-3-chloro-5-methylphenyl)-1,2,4-oxadiazole-5-carboxylic acid ethyl ester